N1(CCNCC1)C=1N=CC=C(C(=O)[O-])C1 6-(piperazin-1-yl)isonicotinate